N-[(1S)-2-[2-[(2R)-2-chloro-2-fluoro-acetyl]-2-[[(3S)-2-oxopyrrolidin-3-yl]methyl]hydrazino]-1-(cyclopropylmethyl)-2-oxo-ethyl]-5-methyl-isoxazole-3-carboxamide Cl[C@H](C(=O)N(NC([C@H](CC1CC1)NC(=O)C1=NOC(=C1)C)=O)C[C@H]1C(NCC1)=O)F